nonadecylate C(CCCCCCCCCCCCCCCCCC)(=O)[O-]